1,1,3,3-tetramethyluronium C[N+](=C(O)N(C)C)C